FC=1C=C(C=C(C1C(F)(F)F)N[C@@H](C)C1(CCNCC1)C)C1=NNC(O1)=O 5-[3-Fluoro-5-{[(1S)-1-(4-methylpiperidin-4-yl)ethyl]amino}-4-(trifluoromethyl)phenyl]-1,3,4-oxadiazol-2(3H)-one